C1(CC1)OC1CCC(CC1)N (1r,4r)-4-cyclopropoxycyclohexylamine